tert-butyl 3-(5-bromothiazol-2-yl)-3-methoxypyrrolidine-1-carboxylate BrC1=CN=C(S1)C1(CN(CC1)C(=O)OC(C)(C)C)OC